[N+](=O)([O-])C=1C=CC(=NC1)N=NC1=C(C=C(C=C1)N(CCCS(=O)(=O)O)CCC)O 2-(5-Nitro-2-pyridylazo)-5-[N-propyl-N-(3-sulfopropyl)amino]phenol